4-chloro-5-(4-(difluoromethoxy)-6-(3,3,3-trifluoro-2-methylpropyl)pyridin-3-yl)-1-ethyl-1H-pyrazole-3-carboxylic acid ClC=1C(=NN(C1C=1C=NC(=CC1OC(F)F)CC(C(F)(F)F)C)CC)C(=O)O